C(N)(OC1=C(C=C(C=C1C#C[Si](C)(C)C)F)F)=O (2,4-difluoro-6-((trimethylsilyl) ethynyl) phenyl) carbamate